tert-butyl (2S)-4-hydroxy-4-(3-hydroxypropyl)-2-(4-(methoxycarbonyl)phenyl)piperidine-1-carboxylate OC1(C[C@H](N(CC1)C(=O)OC(C)(C)C)C1=CC=C(C=C1)C(=O)OC)CCCO